C(N)(=N)C=1C=C(SC1)[C@@H](C)NC(=O)[C@H]1N(C[C@@H](C1)OC(F)F)C(CNC(CCCOC1=CC=C(C=C1)F)=O)=O (2S,4R)-N-((R)-1-(4-carbamimidoylthiophen-2-yl)ethyl)-4-(difluoromethoxy)-1-((4-(4-fluorophenoxy)butanoyl)glycyl)pyrrolidine-2-carboxamide